[N+]1(=CC=CC=C1)[N+]1=CC=CC=C1.[Os+4] osmium bi-pyridinium